BrC1=CC(=NC=C1)C(CF)=O 1-(4-bromopyridin-2-yl)-2-fluoroethan-1-one